3-(3-trifluoromethyl-phenyl)-2-benzyl ethylene oxide FC(C=1C=C(C=CC1)C=1C=C(CC2CO2)C=CC1)(F)F